3-Amino-4-chloroacetanilide CC(=O)NC1=CC(=C(C=C1)Cl)N